C(C)(=O)C1=CC=C(S1)C1=CC(=C2C=CC=NC2=C1)C1(COC1)NC(C1=C(C=CC(=C1)OC[C@H]1N(CC1)C)C)=O (S)-N-(3-(7-(5-Acetylthiophen-2-yl)quinolin-5-yl)oxetan-3-yl)-2-methyl-5-((1-methylazetidin-2-yl)methoxy)benzamide